C(C1CO1)OC(CC[Si](OC)(OC)OC)C 3-glycidoxybutyl-trimethoxysilane